3-((6-chloro-2-cyano-1-(1-ethyl-1H-pyrazol-4-yl)-1H-indol-3-yl)thio)benzoic acid ClC1=CC=C2C(=C(N(C2=C1)C=1C=NN(C1)CC)C#N)SC=1C=C(C(=O)O)C=CC1